N-(3-fluoro-4-((3-iodo-1-(4-methoxybenzyl)-1H-pyrazolo[3,4-b]pyridin-4-yl)oxy)phenyl)-1-(4-fluorophenyl)-2,5-dioxo-1,2,5,6,7,8-hexahydroquinoline-3-carboxamide FC=1C=C(C=CC1OC1=C2C(=NC=C1)N(N=C2I)CC2=CC=C(C=C2)OC)NC(=O)C=2C(N(C=1CCCC(C1C2)=O)C2=CC=C(C=C2)F)=O